2-(2-(2-((2-(1-methyl-2,6-dioxopiperidin-3-yl)-1,3-dioxoisoindolin-4-yl) oxy)acetamido) ethoxy)ethyl methanesulfonate CS(=O)(=O)OCCOCCNC(COC1=C2C(N(C(C2=CC=C1)=O)C1C(N(C(CC1)=O)C)=O)=O)=O